2-amino-2-isoxazol-3-yl-acetonitrile NC(C#N)C1=NOC=C1